4-methyl-3,5-octanediol dibenzoate C(C1=CC=CC=C1)(=O)OC(CC)C(C(CCC)OC(C1=CC=CC=C1)=O)C